C(OC1=CC=C(C(=N1)C(=O)O)N1N=CC=N1)([2H])([2H])[2H] 6-(methoxy-d3)-3-(2H-1,2,3-triazol-2-yl)picolinic acid